N-(4-ethoxyphenyl)-7-(thiophen-2-yl)pyrazolo[1,5-a]pyrimidine-2-carboxamide C(C)OC1=CC=C(C=C1)NC(=O)C1=NN2C(N=CC=C2C=2SC=CC2)=C1